N-{[(S)-{[3-(4-chlorophenyl)-4-phenyl-4,5-dihydro-1H-pyrazol-1-yl][4-(trifluoromethyl)benzenesulfonamido]methylidene}amino]methanimidoyl}acetamide ClC1=CC=C(C=C1)C1=NN(C[C@@H]1C1=CC=CC=C1)C(NS(=O)(=O)C1=CC=C(C=C1)C(F)(F)F)=NC(=N)NC(C)=O